C(#N)N1CC(CC1)N(C(=O)NC1=CC(=NC=C1)N1CC2=CC=CC=C2C1)C 1-cyanopyrrolidin-3-yl-3-(2-(isoindolin-2-yl)pyridin-4-yl)-1-methylurea